(Z)-1-(2-Fluoro-4-(1-(4-(perfluoroethyl)phenyl)-1H-1,2,4-triazol-3-yl)phenyl)-3-(3-(1-methyl-1H-indol-5-yl)-4-oxothiazolidin-2-ylidene)urea FC1=C(C=CC(=C1)C1=NN(C=N1)C1=CC=C(C=C1)C(C(F)(F)F)(F)F)NC(=O)\N=C\1/SCC(N1C=1C=C2C=CN(C2=CC1)C)=O